methyl 1-acetyl-3-((tert-butoxycarbonyl)amino)pyrrolidine-3-carboxylate C(C)(=O)N1CC(CC1)(C(=O)OC)NC(=O)OC(C)(C)C